2,6-bis[(2-hydroxy-5-methylphenyl)methyl]-4-cyclohexylphenol OC1=C(C=C(C=C1)C)CC1=C(C(=CC(=C1)C1CCCCC1)CC1=C(C=CC(=C1)C)O)O